2-((2-Fluoro-4-methylphenyl)thio)-1-(4-(trans-2-phenylcyclopropane-1-carbonyl)piperazin-1-yl)ethan-1-one FC1=C(C=CC(=C1)C)SCC(=O)N1CCN(CC1)C(=O)[C@H]1[C@@H](C1)C1=CC=CC=C1